3-(2,3-dichlorophenyl)-6-hydroxy-2,5-dimethyl-3,4-dihydropyrimidin-4-one ClC1=C(C=CC=C1Cl)N1C(=NC(=C(C1=O)C)O)C